(trans-4-((5-bromopyrimidin-2-yl)amino)cyclohexyl)carbamic acid tert-butyl ester C(C)(C)(C)OC(N[C@@H]1CC[C@H](CC1)NC1=NC=C(C=N1)Br)=O